1-[4-(diphenylmethyl)piperazin-1-yl]-2-methylprop-2-en-1-one C1(=CC=CC=C1)C(N1CCN(CC1)C(C(=C)C)=O)C1=CC=CC=C1